Cl.ClC1=CC=C2C3(CN(C2=C1)C(CN1C[C@H](NCC1)C)=O)CCCC3 1-{6'-Chloro-1',2'-dihydrospiro[cyclopentane-1,3'-indole]-1'-yl}-2-[(3R)-3-methylpiperazin-1-yl]ethan-1-one hydrochloride salt